NC=1N=CC2=C(N1)C1(C(N(C2)C=2C=C(C=CC2C)NC(=O)C=2SC=C(C2)C)=O)CC1 N-(3-(2'-Amino-7'-oxo-5'H-spiro[cyclopropane-1,8'-pyrido[4,3-d]pyrimidine]-6'(7'H)-yl)-4-methylphenyl)-4-methylthiophene-2-carboxamide